23-amino-8-fluoro-17,17-dimethyl-6,21-bis(trifluoromethyl)-26-oxa-3,4,19,24-tetraazapentacyclo[18.3.1.12,5.17,11.015,19]hexacosan-1(24),2,4,7(25),8,10,20,22-octaen-6-ol NC1=CC(=C2N3CC(CC3CCCC3=CC=C(C(C(C4=NN=C(C1=N2)O4)(O)C(F)(F)F)=C3)F)(C)C)C(F)(F)F